((methanesulfonyl)methyl)azetidinium trifluoroacetate FC(C(=O)[O-])(F)F.CS(=O)(=O)C[NH+]1CCC1